9-((1S,4S)-4-(aminomethyl)cyclohexyl)-N8-(2-fluoro-3-(trifluoromethyl)phenyl)-N2-(4-methyltetrahydro-2H-pyran-4-yl)-9H-purine-2,8-diamine NCC1CCC(CC1)N1C2=NC(=NC=C2N=C1NC1=C(C(=CC=C1)C(F)(F)F)F)NC1(CCOCC1)C